O1CCN(CC1)CC(CCCC[Si](OCC)(OCC)OCC)O 1-morpholino-3-(3-(triethoxysilyl)propyl)propan-2-ol